C1(CC1)CNC(C1=CC(=CC=C1)C1=CC=CC=2N1N=CC2C(=O)N2CCCCC2)=O N-(cyclopropylmethyl)-3-(3-(piperidine-1-carbonyl)pyrazolo[1,5-a]pyridin-7-yl)benzamide